O1CCN(CC12CCNCC2)C(=O)[O-] 1-oxa-4,9-diazaspiro[5.5]undecane-4-carboxylate